2-chlorobenzyl carbamate (p-toluenesulfonyl)ethylcarbamate CC1=CC=C(C=C1)S(=O)(=O)CCNC(O)=O.C(N)(OCC1=C(C=CC=C1)Cl)=O